tert-butyl 2-[5-(4,4,5,5-tetramethyl-1,3,2-dioxaborolan-2-yl)-2-pyridyl]-2,7-diazaspiro[3.5]nonane-7-carboxylate CC1(OB(OC1(C)C)C=1C=CC(=NC1)N1CC2(C1)CCN(CC2)C(=O)OC(C)(C)C)C